CN1C=2C=CC=CC2C2=CC=C(C=C2C1=O)C 5,8-dimethyl-6(5H)-phenanthridinone